ClC=1C=CC2=C(C(=C(CCC2)C2=C(C=C(C=C2)Cl)Cl)C2=CC=C(C=C2)CC2CN(C2)CCCF)C1 2-Chloro-8-(2,4-dichlorophenyl)-9-(4-((1-(3-fluoropropyl)azetidin-3-yl)methyl)phenyl)-6,7-dihydro-5H-benzo[7]annulen